C(C)(C)(C)OC(=O)C1=NC(=CC=C1C=1C=NN(C1)CC1=CC(=CC(=C1)F)F)N1CC2=C(C=CC=C2CC1)C(NC=1SC2=C(N1)C=CC=C2)=O 6-[8-(1,3-benzothiazol-2-ylcarbamoyl)-3,4-dihydroisoquinolin-2(1H)-yl]-3-[1-(3,5-difluorobenzyl)-1H-pyrazol-4-yl]pyridine-2-carboxylic acid tert-butyl ester